NC=1N=C(SC1C(C1=CC=C(C=C1)OC(F)F)=O)N(C1=CC=C(C=C1)OC)C(C(=O)N)C 2-(N-[4-amino-5-[4-(difluoromethoxy)benzoyl]thiazol-2-yl]-4-methoxy-anilino)propanamide